OCC1C2CN(CC1C2)C(=O)OC(C)(C)C tert-butyl 6-(hydroxymethyl)-3-azabicyclo[3.1.1]heptane-3-carboxylate